1H-1,2,4-triazole-3-carboxylate N1N=C(N=C1)C(=O)[O-]